C1(=CC=CC=C1)N(C(\C=C\C1=CC=C(C=C1)C)=O)CC1OCCC1 (E)-N-phenyl-3-(p-tolyl)-N-(tetrahydrofuran-2-yl-methyl)prop-2-enamide